N-(2,2-difluoroethyl)-4-(2-(4-fluorophenyl)-1H-pyrrolo[2,3-b]-pyridin-5-yl)thiazole-2-carboxamide FC(CNC(=O)C=1SC=C(N1)C=1C=C2C(=NC1)NC(=C2)C2=CC=C(C=C2)F)F